6-Hexyl-9-β-D-ribofuranosyl-7-deazapurine C(CCCCC)C1=C2C=CN(C2=NC=N1)[C@H]1[C@H](O)[C@H](O)[C@H](O1)CO